C(C=C)(=O)NC(CN)=O N-acrylyl-glycinamide